NC=1C2=C(N=CN1)N(C(=C2C2=CC=C(C(=O)N(CC=1OC(=NN1)C)C)C=C2)C2=CC=C(C=C2)NC(C(=C)C)=O)C 4-(4-amino-6-(4-methacrylamido-phenyl)-7-methyl-7H-pyrrolo[2,3-d]pyrimidin-5-yl)-N-methyl-N-((5-methyl-1,3,4-oxadiazol-2-yl)methyl)benzamide